C1(=CC=CC=C1)C1COC(OC1)=O 5-phenyl-1,3-dioxane-2-one